N-(4-ethoxyphenyl)-7-(4-fluoro-3-methoxyphenyl)pyrazolo[1,5-a]pyrimidine-2-carboxamide C(C)OC1=CC=C(C=C1)NC(=O)C1=NN2C(N=CC=C2C2=CC(=C(C=C2)F)OC)=C1